4,4'-methyleneisocyanate C(N=C=O)N=C=O